C(C)(C)(C)OC(NCC=1SC=C(C1)C(NC)=O)=O ((4-(methylcarbamoyl)thiophen-2-yl)methyl)carbamic acid tert-butyl ester